FC=1C=C2C(NC=3CCC[C@@H](C3C2=CC1F)N(C(=O)C=1NC2=CC=CC(=C2C1)C)C)=O (S)-N-(8,9-difluoro-6-oxo-1,2,3,4,5,6-hexahydrophenanthridin-1-yl)-N,4-dimethyl-1H-indole-2-carboxamide